3-(5-[[(3S)-3-(3-hydroxypropoxy)pyrrolidin-1-yl]methyl]-3-methyl-2-oxo-1,3-benzodiazol-1-yl)piperidine-2,6-dione OCCCO[C@@H]1CN(CC1)CC1=CC2=C(N(C(N2C)=O)C2C(NC(CC2)=O)=O)C=C1